(1S,9S)-9-Ethyl-5-fluoro-9-hydroxy-1-((R)-2-hydroxy-1-(isopropylamino)ethyl)-4-methyl-1,2,3,9,12,15-hexahydro-10H,13H-benzo[de]pyrano[3',4':6,7]indolizino[1,2-b]quinoline-10,13-dione C(C)[C@]1(C(OCC=2C(N3CC=4C(=NC=5C=C(C(=C6C5C4[C@H](CC6)[C@H](CO)NC(C)C)C)F)C3=CC21)=O)=O)O